(4-methylphenyl)[4-(2-methylpropyl)-phenyl]iodonium CC1=CC=C(C=C1)[I+]C1=CC=C(C=C1)CC(C)C